tert-butyl 5,7-dibromo-8-methyl-4-(8-methyl-2-methylsulfonyl-7-oxo-pyrido[2,3-d]pyrimidin-6-yl)-2,3-dihydroquinoxaline-1-carboxylate BrC1=C2N(CCN(C2=C(C(=C1)Br)C)C(=O)OC(C)(C)C)C1=CC2=C(N=C(N=C2)S(=O)(=O)C)N(C1=O)C